COC1=C2C=C(NC2=CC=C1)C(=O)N[C@H](C(CN(C(C=C)=O)C[C@H]1C(NCC1)=O)=O)CC(C)C 4-Methoxy-N-((S)-5-methyl-2-oxo-1-(N-(((S)-2-oxopyrrolidin-3-yl)methyl)acrylamido)hexan-3-yl)-1H-indole-2-carboxamide